methyl 5-(2-fluoro-4-formyloxy-phenoxy)imidazo[1,5-a]pyridine-7-carboxylate FC1=C(OC2=CC(=CC=3N2C=NC3)C(=O)OC)C=CC(=C1)OC=O